C1(CC1)C1=C(C(=NO1)C1=C(C=NC=C1Cl)Cl)/C=C/C1C2CN(CC12)C1=CC=C2C(C(=CN(C2=C1)C)C(=O)O)=O (E)-7-(6-(2-(5-cyclopropyl-3-(3,5-dichloropyridin-4-yl)isoxazol-4-yl)vinyl)-3-azabicyclo[3.1.0]hex-3-yl)-1-methyl-4-oxo-1,4-dihydroquinoline-3-carboxylic acid